C1(CCCC1)N1C=C(C=C1)B(O)O 1-CYCLOPENTYL-PYRROL-3-YLBORONIC ACID